C(C)(C)(C)OC(=O)N1C\C(\C2(CC2)CC1)=C/CCCO.NC1C(CC(CC1C)CC1CC(C(C(C1)C)N)C)C bis(4-amino-3,5-dimethylcyclohexyl)methane tert-butyl-(Z)-4-(4-hydroxybutylidene)-6-azaspiro[2.5]octane-6-carboxylate